C(C)(C)(C)OC(=O)NC=1C=C(C2=C(NC(O2)=O)C1)B(O)O [5-(Tert-butoxycarbonylamino)-2-oxo-3H-1,3-benzoxazol-7-yl]boronic acid